(Z)-2-(2-tolyl)-2-methoxyiminoacetate C1(=C(C=CC=C1)/C(/C(=O)[O-])=N/OC)C